tert-Butyl 4-hydroxy-4-((5-(isopropyl(methyl)carbamoyl)-2-oxo-4-phenylpyridin-1(2H)-yl)methyl)piperidine-1-carboxylate OC1(CCN(CC1)C(=O)OC(C)(C)C)CN1C(C=C(C(=C1)C(N(C)C(C)C)=O)C1=CC=CC=C1)=O